C[Si](OCC)(OCC)CCCCCCCC Methyloctyldiethoxysilane